spiro[indoline-3,3'-piperidin]-2-one N1CC2(CCC1)C(NC1=CC=CC=C12)=O